glyceryl isostearate stearate C(CCCCCCCCCCCCCCCCC)(=O)O.C(CCCCCCCCCCCCCCC(C)C)(=O)OCC(O)CO